CC1=NC(=CC(=C1)C1=CC=C(C(=C1)C1=CC=CC=C1)C1=CC=CC=C1)C 5'-(2,6-dimethylpyridin-4-yl)-[1,1':2',1''-terphenyl]